C(C)OC(/C(/C(C)=O)=C/OCC)=O (2E)-2-(ethoxymethylene)-3-oxobutanoic acid ethyl ester